FC(C1=NN=C(O1)C=1C=CC(=NC1)CN1C(N(C2=C1C=CC(=C2)C2CCN(CC2)C)C2CCN(CC2)C)=O)F 1-((5-(5-(difluoromethyl)-1,3,4-oxadiazol-2-yl)pyridin-2-yl)methyl)-3,5-bis(1-methylpiperidin-4-yl)-1,3-dihydro-2H-benzo[d]imidazol-2-one